5-bromo-2-chloro-N-(2-(methylsulfonyl)phenyl)pyrimidin-4-amine BrC=1C(=NC(=NC1)Cl)NC1=C(C=CC=C1)S(=O)(=O)C